Cl.NCCCNC(C(=C)C)=O N-(3-aminopropyl)methacrylamide hydrochloride salt